2-(4-(5-(methylcarbamoyl)-1H-benzo[d]imidazol-1-yl)phenyl)acetic acid tert-butyl ester C(C)(C)(C)OC(CC1=CC=C(C=C1)N1C=NC2=C1C=CC(=C2)C(NC)=O)=O